(6-(3-(dimethylamino)propyl)pyridin-3-yl)boronic acid CN(CCCC1=CC=C(C=N1)B(O)O)C